C(C(=O)C)(=O)C1NC=2C(NC(=NC2NC1)N)=O 6-pyruvyl-tetrahydropterin